(R,E)-N'-(7-cyano-1,2,4a,5-tetrahydro-4H-benzo[b][1,4]oxazino[4,3-d][1,4]oxazin-8-yl)-N,N-dimethylformimidamide C(#N)C1=C(C=CC2=C1OC[C@@H]1N2CCOC1)/N=C/N(C)C